C(#N)C1=NC(=C2C=C(N=CC2=C1)N[C@H]1CC(CN(C1)C(=O)OC(C)(C)C)(F)F)NC(C)C tert-butyl (S)-5-((7-cyano-5-(isopropylamino)-2,6-naphthyridin-3-yl) amino)-3,3-difluoropiperidine-1-carboxylate